4-[5-[(1S)-2-amino-1-hydroxyethyl]pyridin-2-yl]-3-[2-methyl-6-(2-propan-2-yloxyethoxy)pyridin-4-yl]oxybenzonitrile NC[C@@H](O)C=1C=CC(=NC1)C1=C(C=C(C#N)C=C1)OC1=CC(=NC(=C1)OCCOC(C)C)C